C(C)C(COC(CCS)=O)(COC(CCSCCC(NC1C(SCC1)=O)=O)=O)COC(CCS)=O 3-mercaptopropionic acid-2-ethyl-5,11-dioxo-11-[(2-oxo-tetrahydrothiophen-3-yl) amino]-2-{[(3-mercaptopropionyl) oxy] methyl}-4-oxa-8-thiaundecan-1-yl ester